CN(N)C1=NN=NN1CCCCN1N=NN=C1N(N)C 1,4-Bis[5-(1-methylhydrazinyl)tetrazol-1-yl]butan